NC1CCC(CC1)CC1CCC(CC1)N di(para-aminocyclohexyl)methane